1-(3-(5-amino-3-(4-((4-cyclopropylpyridin-2-yl)oxy)-3-fluorophenyl)imidazo[1,5-c]pyrimidin-1-yl)piperidin-1-yl)but-2-yn-1-one NC1=NC=CC=2N1C(=NC2C2CN(CCC2)C(C#CC)=O)C2=CC(=C(C=C2)OC2=NC=CC(=C2)C2CC2)F